N-[7-methoxy-4-(1-methyl-1H-pyrazol-4-yl)-1H-1,3-benzodiazol-2-yl]-5-(2-methoxyethoxy)pyridine-2-carboxamide COC1=CC=C(C2=C1NC(=N2)NC(=O)C2=NC=C(C=C2)OCCOC)C=2C=NN(C2)C